(E)-5-chloropent-2-enal ClCC/C=C/C=O